COC(=O)C=1C=[NH+]C=CC1 pyridin-1-ium-3-carboxylic acid methyl ester